azobis{2-[N-(2-hydroxyethyl)amidino]propane} dihydrochloride Cl.Cl.N(=NCC(C)C(NCCO)=N)CC(C)C(NCCO)=N